1-(2-(3-cyclopropylmethoxy-4-methoxyphenyl)-2-cyano-2-hydroxyethyl)-2,6-dimethylpyridin-4(1H)-one C1(CC1)COC=1C=C(C=CC1OC)C(CN1C(=CC(C=C1C)=O)C)(O)C#N